butyryl-3,4-dihydro-2H-benzo[b][1,4]oxazine C(CCC)(=O)C1CNC2=C(O1)C=CC=C2